COC=1[N+](=C(N(C1)C)C)C 4-methoxy-1,2,3-trimethylimidazolium